COC(C(C)C)=S Methyl-2-methylthiopropionate